BrC1=CC(=C(OC2=NC=C(C=C2)Cl)C=C1)F 2-(4-Bromo-2-fluorophenoxy)-5-chloropyridine